NC1=C(C=C(OC=2N=C(SC2C2=NC(=NC=C2)N[C@@H]2CN(C[C@H](C2)F)C(=O)OC(C)(C)C)C)C=C1)Cl tert-butyl (3S,5S)-3-[[4-[4-(4-amino-3-chloro-phenoxy)-2-methyl-thiazol-5-yl]pyrimidin-2-yl]amino]-5-fluoro-piperidine-1-carboxylate